5-chloropentylbutyronium ClCCCCCCCCC(CCC)=[OH+]